N2,N2,N6,N6-tetrakis(2-methoxyethyl)-8-(4-methoxypiperidin-1-yl)-N4-(thiazol-5-ylmethyl)pyrimido[5,4-d]pyrimidine-2,4,6-triamine COCCN(C=1N=C(C2=C(N1)C(=NC(=N2)N(CCOC)CCOC)N2CCC(CC2)OC)NCC2=CN=CS2)CCOC